OC1=CC=CC2=C1N(C(N2)=O)C2CCN(CC2)C(CC2=CC=C(C=C2)C(F)(F)F)=O 7-hydroxy-1-(1-(2-(4-(trifluoromethyl)phenyl)acetyl)piperidin-4-yl)-1H-benzo[d]imidazole-2(3H)-one